C1(CCCC1)C=1C=2C(N=C(N1)N1CCC(CC1)NCCC1=CC=CC=C1)=NC(C(C2)C2=CC(=C(C=C2)F)C)=O cyclopentyl-6-(4-fluoro-3-methylphenyl)-2-(4-(phenethylamino)piperidin-1-yl)pyrido[2,3-d]pyrimidin-7-one